CC1(OB(OC1(C)C)C=1C=NC(=NC1)[C@@]1(COCC1)C#N)C (3S)-3-[5-(4,4,5,5-tetramethyl-1,3,2-dioxaborolan-2-yl)pyrimidin-2-yl]tetrahydrofuran-3-carbonitrile